CC1(CCN(CC1)C=1OC2=C(C=C(C=C2C(C1)=O)C)C(C)NC1=C(C(=O)O)C=CC(=C1)C)C 2-[1-[2-(4,4-Dimethyl-1-piperidyl)-6-methyl-4-oxo-chromen-8-yl]ethylamino]-4-methyl-benzoic acid